non-ANAT C(CCCCCCCC)(=O)[O-]